rel-N-((1S,5R,6R)-6-(hydroxymethyl)bicyclo[3.1.0]hexan-2-yl)methanesulfonamide OC[C@@H]1[C@@H]2CC[C@H]([C@H]12)NS(=O)(=O)C |o1:6|